[Mn].[Ti].[Ni] Nickel-titanium-manganese